S1C=NC2=C1C(=CC=C2)C2=CC=C(C=C2)[C@@H](CO)NC(=O)NC=2N=C(SC2)C#C (S)-1-(1-(4-(Benzo[d]thiazol-7-yl)phenyl)-2-hydroxyethyl)-3-(2-ethynylthiazol-4-yl)urea